2,4-Dimethyl-cyclohexen-3-carboxaldehyd CC1=CCCC(C1C=O)C